4-(5-fluoro-6-methylpyridin-2-yl)-3,4-dihydro-2H-benzo[b][1,4]thiazine-6-carboxylic acid methyl ester COC(=O)C1=CC2=C(SCCN2C2=NC(=C(C=C2)F)C)C=C1